C(CCCCCCCCCCCC)(=O)OCC(OC(CCCCCCCCCCCCCCCC)=O)COP(=O)(O)OC[C@H](N)C(=O)O 1-tridecanoyl-2-heptadecanoyl-glycero-3-phosphoserine